FC1=C(C2=C(OCCO2)C=C1NC1=NC(=CC(=N1)C)NC)C=1CCC(N(CC1)C(=O)OC(C)(C)C)C tert-butyl 5-[6-fluoro-7-[[4-methyl-6-(methylamino) pyrimidin-2-yl] amino]-2,3-dihydro-1,4-benzodioxin-5-yl]-2-methyl-2,3,4,7-tetrahydroazepine-1-carboxylate